Methyl (E,5R)-5-[tert-butyl(dimethyl)silyl]oxy-7-(4,4,5,5-tetramethyl-1,3,2-dioxaborolan-2-yl)hept-6-enoate [Si](C)(C)(C(C)(C)C)O[C@H](CCCC(=O)OC)\C=C\B1OC(C(O1)(C)C)(C)C